4-((3-aminopropyl)amino)-2-(2,6-dioxopiperidin-3-yl)isoindoline-1,3-dione hydrochloride Cl.NCCCNC1=C2C(N(C(C2=CC=C1)=O)C1C(NC(CC1)=O)=O)=O